NC1=C(C(=O)C2CCN(CC2)C(CC2=CC=C(C=C2)C(F)(F)F)=O)C=CC=C1 1-(4-(2-aminobenzoyl)piperidin-1-yl)-2-(4-(trifluoromethyl)phenyl)ethanone